2-amino-4-(4-((2-methoxyethyl)amino)phenyl)-6-((pyridin-3-ylmethyl)thio)pyridine-3,5-dicarbonitrile NC1=NC(=C(C(=C1C#N)C1=CC=C(C=C1)NCCOC)C#N)SCC=1C=NC=CC1